NC1=NN2C(C=CC(=C2)N2CC(C2)N(S(=O)=O)C)=N1 N-(1-(2-amino-[1,2,4]triazolo[1,5-a]pyridin-6-yl)-azetidin-3-yl)-N-methylsulfonamide